4-(4-methylpyrimidin-2-yl)aniline CC1=NC(=NC=C1)C1=CC=C(N)C=C1